N,N-diethyl-6-(1-(4-fluorophenyl)ethyl)-3-methyl-5-((2-(pyrrolidin-1-yl)ethyl)amino)pyrazine-2-carboxamide C(C)N(C(=O)C1=NC(=C(N=C1C)NCCN1CCCC1)C(C)C1=CC=C(C=C1)F)CC